3-{4-[(6-amino-4-pyrimidinyl)oxy]-3-ethylphenyl}-1-[5-(trifluoromethyl)-3-pyridinyl]-2,4-imidazolidinedione trifluoroacetate FC(C(=O)O)(F)F.NC1=CC(=NC=N1)OC1=C(C=C(C=C1)N1C(N(CC1=O)C=1C=NC=C(C1)C(F)(F)F)=O)CC